C(C)(C)(C)OC(=O)N(C1=NN(C2=CC(=CC=C12)C(=O)OC)C)C methyl 3-[(tert-butoxycarbonyl)(methyl)amino]-1-methylindazole-6-carboxylate